methyl (1s,3s)-1-(hydroxymethyl)-3-{N-[(4-methoxyphenyl)methyl]methanesulfonamido}cyclopentane-1-carboxylate OC[C@]1(C[C@H](CC1)N(S(=O)(=O)C)CC1=CC=C(C=C1)OC)C(=O)OC